8-((5-chloro-6-fluoro-1-(tetrahydro-2H-pyran-2-yl)-1H-indazol-4-yl)oxy)-4-hydroxy-2-oxo-1,2-dihydro-1,7-naphthyridine-3-carbonitrile ClC=1C(=C2C=NN(C2=CC1F)C1OCCCC1)OC=1N=CC=C2C(=C(C(NC12)=O)C#N)O